Methyl 7-(Aminomethyl)-2-oxo-1,3-bis((2-(trimethylsilyl)ethoxy)methyl)-2,3-dihydro-1H-benzo[d]imidazole-4-carboxylate NCC1=CC=C(C2=C1N(C(N2COCC[Si](C)(C)C)=O)COCC[Si](C)(C)C)C(=O)OC